[Cl-].C(C1=CC=CC=C1)[N+]1=C(C=CC=C1)C N-benzyl-methyl-pyridinium chloride